6-methoxytetrahydro-2H-pyran-3,4-diol COC1CC(C(CO1)O)O